C1(=C(C(=C(C(=C1Cl)Cl)Cl)Cl)Cl)Cl The molecule is a member of the class of chlorobenzenes that is benzene in which all of the hydrogens are replaced by chlorines. An agricultural fungicide introduced in the mid-1940s and formerly used as a seed treatment, its use has been banned since 1984 under the Stockholm Convention on Persistent Organic Pollutants. It has a role as a persistent organic pollutant, a carcinogenic agent and an antifungal agrochemical. It is a member of chlorobenzenes and an aromatic fungicide.